(2-ethoxy-1-methyl-2-oxoethyl)methyl-2-naphthalenyl sulphate S(=O)(=O)(OC1=C(C2=CC=CC=C2C=C1C(C(=O)OCC)C)C)[O-]